(R)-(2-(7-cyano-2-methoxyquinoxalin-5-yl)-4-methyl-7,8-dihydro-[1,4]dioxino[2',3':3,4]benzo[1,2-d]thiazol-7-yl)methyl (2-methylpyridin-4-yl)carbamate CC1=NC=CC(=C1)NC(OC[C@@H]1OC2=C(C3=C(N=C(S3)C3=C4N=CC(=NC4=CC(=C3)C#N)OC)C(=C2)C)OC1)=O